5-[4-(fluoromethoxy)-2-(methoxymethyl)-5h,6h,7h,8h-pyrido[3,4-d]pyrimidine-7-carbonyl]-6-methyl-N-(1-methylcyclopropyl)furo[2,3-d]pyrimidin-4-amine FCOC=1C2=C(N=C(N1)COC)CN(CC2)C(=O)C2=C(OC=1N=CN=C(C12)NC1(CC1)C)C